2-(6-{5-chloro-2-[(oxan-4-yl)amino]pyrimidin-4-yl}-1-oxo-2,3-dihydro-1H-isoindol-2-yl)-N-[(4-chloro-2-methoxyphenyl)methyl]acetamide ClC=1C(=NC(=NC1)NC1CCOCC1)C1=CC=C2CN(C(C2=C1)=O)CC(=O)NCC1=C(C=C(C=C1)Cl)OC